CN1CCN(CC1)C1=NC=C(C(=O)N)C(=C1)C1=C(C=CC=C1)C 6-(4-methylpiperazine-1-yl)-4-(o-tolyl)nicotinamide